FC(C1CN(CC1)C=1N=CC(=NC1)C1CN(C1)C(=O)OC(C)(C)C)(F)F tert-butyl 3-[5-[3-(trifluoromethyl)pyrrolidin-1-yl]pyrazin-2-yl]azetidine-1-carboxylate